ethyl-5-bromopyrazolo[1,5-a]pyridine C(C)C1=NN2C(C=C(C=C2)Br)=C1